(R)-(4-(7-chloropyrazolo[1,5-a]pyridin-2-yl)-6,7-dihydro-1H-imidazo[4,5-c]pyridin-5(4H)-yl)(2-(2-hydroxypropan-2-yl)-4-(trifluoromethyl)oxazol-5-yl)methanone ClC1=CC=CC=2N1N=C(C2)[C@@H]2N(CCC1=C2N=CN1)C(=O)C1=C(N=C(O1)C(C)(C)O)C(F)(F)F